(2R)-2-amino-4-(2-aminophenyl)-4-oxobutanoic acid N[C@@H](C(=O)O)CC(=O)C1=C(C=CC=C1)N